2-(3-cyclopropylphenyl)ethanol C1(CC1)C=1C=C(C=CC1)CCO